5-bromo-1-cyclopropyl-1,2-dihydropyridin-2-one BrC=1C=CC(N(C1)C1CC1)=O